C(C)OC1=C(C=C(C=C1OC)B(O)O)OC (4-ETHOXY-3,5-DIMETHOXYPHENYL)BORONIC ACID